5-amino-3-[4-[[(5-fluoro-2-methoxy-benzoyl)amino]methyl]phenyl]-1-[(1S)-2,2,2-trifluoro-1-methyl-ethyl]pyrazole-4-carboxamide NC1=C(C(=NN1[C@H](C(F)(F)F)C)C1=CC=C(C=C1)CNC(C1=C(C=CC(=C1)F)OC)=O)C(=O)N